tert-butyl 6-(8-(benzo[d]thiazol-2-ylcarbamoyl)-3,4-dihydroisoquinolin-2(1H)-yl)-3-(2-methyl-3-(4-(3-oxopropyl)phenoxy)phenyl)picolinate S1C(=NC2=C1C=CC=C2)NC(=O)C=2C=CC=C1CCN(CC21)C2=CC=C(C(=N2)C(=O)OC(C)(C)C)C2=C(C(=CC=C2)OC2=CC=C(C=C2)CCC=O)C